bis(4-isocyanatocyclohexyl)-methane N(=C=O)C1CCC(CC1)CC1CCC(CC1)N=C=O